N-(4-(N-(1-(2,6-dimethylpiperidin-4-yl)ethyl)sulfamoyl)-2-methylphenyl)-2-methylbenzamide CC1NC(CC(C1)C(C)NS(=O)(=O)C1=CC(=C(C=C1)NC(C1=C(C=CC=C1)C)=O)C)C